C(NCCS(=O)(=O)O)C=1C(NC(NC1)=S)=O 5-taurinomethyl-2-thio-uracil